benzyl ((S)-(4,4-difluorocyclohexyl)(2-(((3S,5R)-2-oxo-5-(trifluoromethyl)piperidin-3-yl)methyl)imidazo[1,2-b][1,2,4]triazin-6-yl)methyl)carbamate FC1(CCC(CC1)[C@@H](C=1N=C2N(N=C(C=N2)C[C@H]2C(NC[C@@H](C2)C(F)(F)F)=O)C1)NC(OCC1=CC=CC=C1)=O)F